(S)-2-amino-2-(3-methylphenyl)ethan-1-ol N[C@H](CO)C1=CC(=CC=C1)C